(R)-tert-butyl (1-(3-(2-(dimethylamino)ethoxy)-4-nitrobenzoyl)pyrrolidin-3-yl)carbamate CN(CCOC=1C=C(C(=O)N2C[C@@H](CC2)NC(OC(C)(C)C)=O)C=CC1[N+](=O)[O-])C